FC=1C(=NC(=NC1N)N1C(=NC2=C1C=C(C=C2)F)C)NC2=CC=C(C=C2)C(F)(F)F 5-fluoro-2-(6-fluoro-2-methyl-1H-benzo[d]imidazol-1-yl)-N4-[4-(trifluoromethyl)phenyl]pyrimidine-4,6-diamine